(Z)-3-iodo-3-methylpropan-2-en-1-ol I\C(=C/CO)\C